bis(octadecyl)(N-butyl)ammonium tetrakis(pentafluorophenyl)borate FC1=C(C(=C(C(=C1[B-](C1=C(C(=C(C(=C1F)F)F)F)F)(C1=C(C(=C(C(=C1F)F)F)F)F)C1=C(C(=C(C(=C1F)F)F)F)F)F)F)F)F.C(CCCCCCCCCCCCCCCCC)[NH+](CCCC)CCCCCCCCCCCCCCCCCC